Br\C(=C/C1SCCCS1)\C1=CC=CC=C1 (Z)-2-(2-bromo-2-phenylvinyl)-1,3-dithiane